COC1=C(C=C(C(=C1)N1CCC(CC1)N1CCN(CC1)C)C)NC1=NC=NC(=C1)N1OCC[C@@H]1C1=CC=CC=C1 (R)-N-(2-methoxy-5-methyl-4-(4-(4-methylpiperazin-1-yl)piperidin-1-yl)phenyl)-6-(3-phenylisoxazolidin-2-yl)pyrimidin-4-amine